BrC=1C=CC(=C(N)C1)N1CCC(CC1)C(OC)OC 5-bromo-2-[4-(dimethoxymethyl)piperidin-1-yl]Aniline